[Na+].C(C=C)(=O)OCCCS(=O)(=O)[O-] 3-sulfopropyl acrylate, sodium salt